4-fluoro-bicyclo[4.2.0]octa-1(6),2,4-triene FC=1C=CC=2CCC2C1